FC=1C=NC=C(C1)C(F)(F)F 3-fluoro-5-(trifluoromethyl)pyridin